C(#N)C1=CC(=C(C(=C1)C(C)C)CC(=O)NS(=O)(=O)C1=CC=C(C=C1)C(C)(C)O)C(C)C 2-(4-cyano-2,6-diisopropylphenyl)-N-(4-(2-hydroxypropan-2-yl)phenylsulfonyl)acetamide